CN(C)C[C@]1(CN(CCC1)C=1C=CC(=NC1)NC=1C=CC(=C2CNC(C12)=O)C1=CN=C2N1C=CC(=C2F)C)O (R)-7-((5-(3-((dimethyl-amino)methyl)-3-hydroxypiperidin-1-yl)pyridin-2-yl)amino)-4-(8-fluoro-7-methyl-imidazo[1,2-a]pyridin-3-yl)isoindolin-1-one